CC=1C=C(C=CC1N=C=O)C1=CC(=C(C=C1)N=C=O)C 3,3'-dimethyl-biphenyl-4,4'-diyl diisocyanate